[Co].ClC=1C(=C(C(=NC1C=1OC=C(N1)C(C)(C)C)C=1OC=C(N1)C(C)(C)C)Cl)Cl dichloro[2,6-bis[4-(S)-tert-butyl-2-oxazolyl]-4-chloropyridine] cobalt